C(#N)C1=C(C=C2N(CCN(C2=C1)C1=C2C=C(C(N(C2=CC(=C1)OCC(=O)O)C)=O)C)C)C=1C=NN(C1)C 2-((5-(7-cyano-4-methyl-6-(1-methyl-1H-pyrazol-4-yl)-3,4-dihydroquinoxalin-1(2H)-yl)-1,3-dimethyl-2-oxo-1,2-dihydroquinolin-7-yl)oxy)acetic acid